para-aminobenzoylglutamate NC1=CC=C(C(=O)N[C@@H](CCC(=O)[O-])C(=O)[O-])C=C1